Cl.FC1(OC2=C(O1)C=CC(=C2)[C@H](C(C)C)N)F (S)-1-(2,2-difluorobenzo[d][1,3]dioxol-5-yl)-2-methylpropan-1-amine hydrogen chloride